C(C1=CC=CC=C1)N1C(CCC1)=O N-benzyl-2-pyrrolidone